2-[[4-[(E)-3-(4-Hydroxyphenyl)prop-2-enoyl]phenoxy]carbonylamino]ethyl 2-ethyl-5-(hydroxymethylamino)-2,4-dimethyl-5-oxopentanoate C(C)C(C(=O)OCCNC(=O)OC1=CC=C(C=C1)C(\C=C\C1=CC=C(C=C1)O)=O)(CC(C(=O)NCO)C)C